(R)-N-(4-methoxy-2-morpholino-5-((6-(3-(3-(pyrazolo[1,5-a]pyrimidin-6-yl)phenyl)-isoxazolidin-2-yl)-pyrimidin-4-yl)-amino)phenyl)-acrylamide COC1=CC(=C(C=C1NC1=NC=NC(=C1)N1OCC[C@@H]1C1=CC(=CC=C1)C=1C=NC=2N(C1)N=CC2)NC(C=C)=O)N2CCOCC2